SCCCN1CC=2NC3=CC=CC=C3C2CC1 3-Mercapto-1-(1,3,4,9-Tetrahydro-B-Carbolin-2-Yl)-Propan